(7R,8aS)-7-(2,3-dichloro-6-hydroxyphenyl)-2-[(2R,3S)-rel-2,3-dihydroxycyclopentyl]-hexahydropyrrolo[1,2-a]pyrazin-4-one ClC1=C(C(=CC=C1Cl)O)[C@H]1C[C@@H]2N(C(CN(C2)[C@H]2[C@H]([C@H](CC2)O)O)=O)C1 |o1:17|